C(=O)(OC(C)(C)C)N1CCC(CCC1)=O N-Bocazepan-4-one